C1(C=CCN1)=O butenolactam